trans-1-benzyl-4-hydrazino-2,6-dimethylpiperidine hydrochloride Cl.C(C1=CC=CC=C1)N1C(CC(CC1C)NN)C